7-oxa-2-azabicyclo[3.3.1]nonane C12NCCC(COC1)C2